F[C@@H]1[C@H](CO[C@@H](C1)C(=O)NNC(=O)C1(CCC1)OC(F)(F)F)NC(OC(C)(C)C)=O tert-butyl ((3S,4S,6S)-4-fluoro-6-(2-(3-cis-(trifluoromethoxy)cyclobutanecarbonyl)hydrazinecarbonyl)tetrahydro-2H-pyran-3-yl)carbamate